N-((1S,9S)-9-ethyl-5-fluoro-9-hydroxy-4-methyl-10,13-dioxo-2,3,9,10,13,15-hexahydro-1H,12H-benzo[de]pyrano[3',4':6,7]indolizino[1,2-b]quinolin-1-yl)-3-hydroxy-2-methylbutanamide C(C)[C@]1(C(OCC=2C(N3CC=4C(=NC=5C=C(C(=C6C5C4[C@H](CC6)NC(C(C(C)O)C)=O)C)F)C3=CC21)=O)=O)O